(R)-6-chloro-3-((1-(3,6-dimethyl-2-(1-methylcyclobutyl)-4-oxo-3,4-dihydroquinazolin-8-yl)ethyl)amino)picolinic acid ClC1=CC=C(C(=N1)C(=O)O)N[C@H](C)C=1C=C(C=C2C(N(C(=NC12)C1(CCC1)C)C)=O)C